6,6'-(m-tolylazanediyl)bis(2-methyl-N-(quinolin-8-yl)benzamide) C1(=CC(=CC=C1)N(C1=CC=CC(=C1C(=O)NC=1C=CC=C2C=CC=NC12)C)C1=CC=CC(=C1C(=O)NC=1C=CC=C2C=CC=NC12)C)C